C(CN1C(=O)C2=C(C1=O)C(=C(C(=C2Br)Br)Br)Br)N3C(=O)C4=C(C3=O)C(=C(C(=C4Br)Br)Br)Br ethylene-bis-(tetrabromophthalimide)